CCCCCCCCCCCCCCCCCCCCC(=O)OC[C@H](COP(=O)([O-])OCC[N+](C)(C)C)OC(=O)CCCCCC/C=C\C/C=C\C/C=C\CCCCC 1-heneicosanoyl-2-(8Z,11Z,14Z-eicosatrienoyl)-glycero-3-phosphocholine